ClC=1C=C(C=C(C1)Cl)[C@H](CC(=O)OC)NC(=O)C1CC2(CN(C2)C(CCC2=NC=3NCCCC3C=C2)=O)C1 (S)-Methyl 3-(3,5-dichlorophenyl)-3-(2-(3-(5,6,7,8-tetrahydro-1,8-naphthyridin-2-yl)propanoyl)-2-azaspiro[3.3]heptane-6-carboxamido)propanoate